COC(=O)C=1C=CC2=C(SCC(N2CC2=CC3=C(OCO3)C=C2)=O)C1 4-(Benzo[d][1,3]dioxol-5-ylmethyl)-3-oxo-3,4-dihydro-2H-benzo[b][1,4]thiazine-7-carboxylic acid methyl ester